FC1=C(C=CC2=C(N=C3C=C(C=CC3=C12)C1=C2C=NNC2=CC=C1C)N1CC(C1)OC)N1CCN(CC1)C(C=C)=O 1-(4-(10-fluoro-6-(3-methoxyazetidin-1-yl)-3-(5-methyl-1H-indazol-4-yl)phenanthridin-9-yl)piperazin-1-yl)prop-2-en-1-one